(5S)-5-[2-[6-bromo-4-(difluoromethyl)-7-methyl-indazol-2-yl]-3-ethoxy-3-keto-propionyl]-4-azaspiro[2.4]heptane-4-carboxylic acid tert-butyl ester C(C)(C)(C)OC(=O)N1C2(CC2)CC[C@H]1C(C(C(=O)OCC)N1N=C2C(=C(C=C(C2=C1)C(F)F)Br)C)=O